C(CCCCC)OC(CCCCC(=O)OCCCCN(CCCCOC(CCCCC(OCCCCCC)OCCCCCC)=O)CCO)OCCCCCC ((2-hydroxyethyl)azanediyl)bis(butane-4,1-diyl) bis(6,6-bis(hexyloxy)hexanoate)